N[C@@H]1[C@H](C[C@H](CC1)F)CC=1C=C2CN(C(C2=CC1)=O)C1C(NC(CC1)=O)=O 3-(5-(((1S,2S,5S)-2-amino-5-fluorocyclohexyl)methyl)-1-oxoisoindolin-2-yl)piperidine-2,6-dione